COC[C@@H](C)NC(=O)C1=CC2=CC=CC(=C2C=C1)OC1=CC=C(C=C1)C(F)(F)F (R)-N-(1-methoxypropane-2-yl)-5-(4-(trifluoromethyl)phenoxy)-2-naphthamide